Isopropyl (1S,3S)-3-((6-(5-(hydroxymethyl)-1-methyl-1H-pyrazol-4-yl)pyridin-3-yl)oxy)cyclohexane-1-carboxylate OCC1=C(C=NN1C)C1=CC=C(C=N1)O[C@@H]1C[C@H](CCC1)C(=O)OC(C)C